ClC1=NC=C(C(=C1)C(=O)NCCCC1=CC=C(C=C1)Cl)OC1=CC(=CC=C1)C1CC1 2-chloro-N-[3-(4-chlorophenyl)propyl]-5-(3-cyclopropyl-phenoxy)pyridine-4-carboxamide